6-bromo-1,1-dihexyloxy-hexane BrCCCCCC(OCCCCCC)OCCCCCC